4-[2-cyclopropyl-6-(6-{[(3,3-difluoropropyl)amino]methyl}-4-fluoro-1-oxo-3H-isoindol-2-yl)pyridin-4-yl]-3-(4-methyl-1,2,4-triazol-3-yl)benzonitrile C1(CC1)C1=NC(=CC(=C1)C1=C(C=C(C#N)C=C1)C1=NN=CN1C)N1C(C2=CC(=CC(=C2C1)F)CNCCC(F)F)=O